(R)-3-((1-(4-bromo-2-methoxyphenyl)pyrido[3,4-d]pyridazin-4-yl)amino)piperidine-1-carboxylic acid tertiary Butyl ester C(C)(C)(C)OC(=O)N1C[C@@H](CCC1)NC=1N=NC(=C2C1C=NC=C2)C2=C(C=C(C=C2)Br)OC